4-(2-(1-methylcyclobutyl)-6,7-dihydro-5H-cyclopenta[d]pyrimidin-4-yl)benzamide CC1(CCC1)C=1N=C(C2=C(N1)CCC2)C2=CC=C(C(=O)N)C=C2